(5s,6r)-5,6-epoxy-2-heptadecyn-1-ol C(C#CC[C@H]1[C@@H](CCCCCCCCCCC)O1)O